2-(2,5-difluorophenyl)-2-methylpropanoic acid FC1=C(C=C(C=C1)F)C(C(=O)O)(C)C